O[Si](CCCOS(O)(=O)=O)(O)O 3-(trihydroxysilyl)propylsulfuric acid